Methyl-(2S,3R,4S)-1-acetyl-4-(4-cyclohexyl-1H-1,2,3-triazol-1-yl)-2-ethyl-3-methyl-1,2,3,4-tetrahydroquinoline-6-carboxylate COC(=O)C=1C=C2[C@H]([C@@H]([C@@H](N(C2=CC1)C(C)=O)CC)C)N1N=NC(=C1)C1CCCCC1